C(C1=CC=CC=C1)N1C(NC2=C(C1=O)CN(CC2)C(=O)OCC2=CC=CC=C2)=O 3-benzyl-6-benzyloxycarbonyl-5,6,7,8-tetrahydropyrido[4,3-d]pyrimidine-2,4(1H,3H)-dione